2-(azetidin-1-ylmethyl)-6-chlorobenzaldehyde oxime N1(CCC1)CC1=C(C=NO)C(=CC=C1)Cl